C(C)(C)(C)C1=CC=C(C=C1)N[C@H](C(=O)C1=CC2=CC=CC=C2C=C1)C1=CC=C(C=C1)F (S)-2-((4-(Tert-butyl)phenyl)amino)-2-(4-fluorophenyl)-1-(naphthalen-2-yl)ethane-1-one